1-Benzyl-3-(iodomethyl)pyrrolidine-3-carboxylic acid ethyl ester C(C)OC(=O)C1(CN(CC1)CC1=CC=CC=C1)CI